FC(C1=C(C(=O)OCC)C(=CC=C1)NC1=C(C=C(C=C1)F)C)F ethyl 2-(difluoro-methyl)-6-((4-fluoro-2-methylphenyl)-amino)benzoate